4-(2,2-dimethoxy-7-azaspiro[3.5]nonan-7-yl)benzoate COC1(CC2(C1)CCN(CC2)C2=CC=C(C(=O)[O-])C=C2)OC